ClC1=CC=C(C=C1)C1=NN(C[C@@H]1C1=CC=CC=C1)C(NCCS(N)(=O)=O)=NS(=O)(=O)C=1N=CN(C1)C (S)-3-(4-chlorophenyl)-N'-((1-methyl-1H-imidazol-4-yl)sulfonyl)-4-phenyl-N-(2-sulfamoylethyl)-4,5-dihydro-1H-pyrazole-1-carboximidamide